(4-(2-cyclopropoxyethoxy)phenyl)methanone C1(CC1)OCCOC1=CC=C(C=C1)C=O